N1(CCNCC1)CC1CCN(CC1)CC1CCN(CC1)C(=O)OC(C)(C)C tert-butyl 4-((4-(piperazin-1-ylmethyl)piperidine-1-yl)methyl)piperidine-1-carboxylate